CC=1C=CC=2N(C3=CC=C(C=C3C2C1)C)C1=C(C#N)C(=C(C=C1N1C2=CC=C(C=C2C=2C=C(C=CC12)C)C)N1C2=CC=C(C=C2C=2C=C(C=CC12)C)C)N1C2=CC=C(C=C2C=2C=C(C=CC12)C)C 2,3,5,6-tetrakis(3,6-dimethyl-9H-carbazol-9-yl)benzonitrile